(R)-2-methyl-N-(1-(naphthalen-1-yl)ethyl)-5-((piperidin-4-ylmethyl)amino)benzamide bis(2,2,2-trifluoroacetate) FC(C(=O)O)(F)F.FC(C(=O)O)(F)F.CC1=C(C(=O)N[C@H](C)C2=CC=CC3=CC=CC=C23)C=C(C=C1)NCC1CCNCC1